C(OC1CN(C1)C(=O)C1CC1)(OC1=CC=C(C=C1)[N+](=O)[O-])=O 1-(cyclopropanecarbonyl)azetidin-3-yl (4-nitrophenyl) carbonate